methyl 1-(2-((tert-butoxycarbonyl)amino)ethyl)-3-chloro-4-(pyridin-4-yl)-1H-pyrrole-2-carboxylate C(C)(C)(C)OC(=O)NCCN1C(=C(C(=C1)C1=CC=NC=C1)Cl)C(=O)OC